C12CC(CC(CC1)N2)=O 8-azabicyclo[3.2.1]Octane-3-one